C(#N)C1=C(C=CC(=C1)C)CS(=O)(=O)NC1=C(C=C(C=C1)C1=NC=2C=NC(=NC2N(C1=O)C(C)C)N[C@@H]1CNC[C@H](C1)F)F 1-(2-Cyano-4-methylphenyl)-N-(2-fluoro-4-(2-(((3S,5S)-5-fluoropiperidin-3-yl)amino)-8-isopropyl-7-oxo-7,8-dihydropteridin-6-yl)phenyl)methanesulfonamide